(2S,3S,4S,5R,6S)-3,4,5-trihydroxy-tetrahydro-2H-pyran O[C@H]1COC[C@H](C1O)O